CC(CN(C(OCC)=O)CC=O)=C Ethyl (2-methylallyl)(2-oxoethyl)carbamate